O[C@@H]1C[C@H](N(C1)C([C@@H](C(C)C)C1=CC(=NO1)N1CC(C1)CC1CCNCC1)=O)C(=O)N[C@@H](C)C1=CC=C(C=C1)C1=C(N=CS1)C (2S,4R)-4-hydroxy-1-[(2S)-3-methyl-2-[3-[3-(4-piperidylmethyl)azetidin-1-yl]isoxazol-5-yl]butanoyl]-N-[(1S)-1-[4-(4-methylthiazol-5-yl)phenyl]ethyl]pyrrolidine-2-carboxamide